3,6,9,12-tetraoxatetradecane-1,1-diamine C(COCCOCCOCCOCC)(N)N